acryloyloxyOctyltrimethoxysilane C(C=C)(=O)OCCCCCCCC[Si](OC)(OC)OC